N-((6-(3,3-Dimethylpiperazin-1-yl)pyridin-2-yl)methyl)-3-(3-fluoropyridin-4-yl)-1H-pyrrolo[2,3-b]pyridin-4-amine CC1(CN(CCN1)C1=CC=CC(=N1)CNC=1C2=C(N=CC1)NC=C2C2=C(C=NC=C2)F)C